N[C@@H](CN1C(C=2C=C3C(=CC2CC1)N(C(=N3)C3=CC=1C(=NC(=CC1)Cl)N3CC3CC3)C)=O)C (R)-6-(2-aminopropyl)-2-(6-chloro-1-(cyclopropylmethyl)-1H-pyrrolo[2,3-b]pyridin-2-yl)-1-methyl-1,6,7,8-tetrahydro-5H-imidazo[4,5-g]isoquinolin-5-one